C1(CC1)COC1=NC=CC=C1C1=CN(C2=NC(=CC=C21)NC(=O)[C@H]2[C@H](C2)F)COCC[Si](C)(C)C (1S,2S)-N-(3-(2-(cyclopropylmethoxy)pyridin-3-yl)-1-((2-(trimethylsilyl)ethoxy)methyl)-1H-pyrrolo[2,3-b]pyridin-6-yl)-2-fluorocyclopropane-1-carboxamide